O.[Cl-].C(CCCCCCCCCCCCCCC)C1=NC=CC=C1 hexadecyl-pyridine chloride monohydrate